2-(4-Hydroxybicyclo[2.2.2]octan-1-ylamino)-4-(isopropylamino)pyrimidine-5-carboxamide OC12CCC(CC1)(CC2)NC2=NC=C(C(=N2)NC(C)C)C(=O)N